OC1=C(C(N(C=C1)C)=O)NC(N[C@@H](CC(=O)OCC)C=1C=C(C=CC1)C1=C(C=CC=C1)OC(F)(F)F)=O ethyl (S)-3-(3-(4-hydroxy-1-methyl-2-oxo-1,2-dihydropyridin-3-yl)ureido)-3-(2'-(trifluoromethoxy)biphenyl-3-yl)propanoate